NC(CC1=CC=CC=C1)C(C(CC1=CC=CC=C1)N)O 2,4-DIAMINO-1,5-DIPHENYL-3-HYDROXYPENTANE